(R)-4-(1-(3-(6-chloro-7-fluoro-3-(1H-imidazol-1-yl)-5-methoxy-1-methyl-1H-indol-2-yl)-1H-1,2,4-triazol-5-yl)-2-methoxyethyl)morpholine ClC1=C(C=C2C(=C(N(C2=C1F)C)C1=NNC(=N1)[C@H](COC)N1CCOCC1)N1C=NC=C1)OC